FC(CNC(=O)C=1C=NN2C1C=C(C=C2)C2=CNC=1N=C(N=CC12)NCC1CCN(CC1)C)F N-(2,2-difluoroethyl)-5-(2-(((1-methylpiperidin-4-yl)methyl)amino)-7H-pyrrolo[2,3-d]pyrimidin-5-yl)pyrazolo[1,5-a]pyridine-3-carboxamide